(3S,4R)-3-acrylamido-4-((7-(2,6-dichloro-3,5-dimethoxyphenyl)-5-(oxetan-3-yl-amino)-2,6-naphthyridin-3-yl)amino)-N-methylpyrrolidine-1-carboxamide C(C=C)(=O)N[C@H]1CN(C[C@H]1NC=1N=CC2=CC(=NC(=C2C1)NC1COC1)C1=C(C(=CC(=C1Cl)OC)OC)Cl)C(=O)NC